[(4S)-1-[1-[5-[[(4S)-2,2-dimethylchroman-4-yl]carbamoyl]pyridin-1-ium-3-yl]pent-4-ynyl]-4-isopropyl-4-methyl-6-oxo-hexahydropyrimidin-2-ylidene]ammonium CC1(OC2=CC=CC=C2[C@H](C1)NC(=O)C=1C=C(C=[NH+]C1)C(CCC#C)N1C(N[C@](CC1=O)(C)C(C)C)=[NH2+])C